N1=CC(=CC=C1)C1=CC(OC2=CC=CC=C12)=O 4-(3-pyridyl)-coumarin